FC1=CC=C(C=C1)C=1C=C2C(=NC=NC2=C(C1)OC)NCC1=NN=NN1C 6-(4-Fluorophenyl)-8-methoxy-N-((1-methyl-1H-tetrazol-5-yl)methyl)quinazolin-4-amine